ClC1=CC=2CN(CN3C2C(=C1C(=O)N[C@H](C(=O)O)CC1=CC(=CC=C1)S(=O)(=O)C)C=C3)C(=O)C=3C=1C=CNC1C=CC3 (S)-2-(8-chloro-2-(1H-indole-4-carbonyl)-2,3-dihydro-1H-pyrrolo[3,2,1-ij]quinazolin-7-carboxamido)-3-(3-(methylsulfonyl)phenyl)propionic acid